silicon oxygen oxide O=O.[Si]